C(C)O[Si](OC(C)(C)C)(OC(C)C)OCC diethoxyisopropoxytertiary butyl-oxysilane